1-(6-cyanopyridazin-3-yl)piperazine C(#N)C1=CC=C(N=N1)N1CCNCC1